N-{[(2S)-4,4-Difluorooxolan-2-yl]methyl}-2-{[(2S)-1,4-dioxan-2-yl]methyl}-8-(trifluoromethyl)-4,5-dihydro-2H-furo[2,3-g]indazol-7-carboxamid FC1(C[C@H](OC1)CNC(=O)C1=C(C2=C(CCC3=CN(N=C23)C[C@@H]2OCCOC2)O1)C(F)(F)F)F